ethyl (7R)-7-{[(R)-2-methylpropane-2-sulfinyl]amino}-4,5,6,7-tetrahydro-2H-pyrazolo[4,3-b]pyridine-3-carboxylate CC(C)(C)[S@@](=O)N[C@H]1C=2C(NCC1)=C(NN2)C(=O)OCC